BrCCOCCBr bromo-2-(2-bromoethoxy)ethane